OC1=C(C=CC=C1C)C(CCCCCCCCCCCCCCCCCCCCCC)C1=C(C(=CC=C1)C)O 1,1-bis(2-hydroxy-3-methylphenyl)tricosane